ClC=1C(=C(C=CC1)NC(=S)C1=C(CCN(C1=O)C(=O)OC(C)(C)C)NCC1=C(C=NC=C1)OCCC1=NC=CN=C1)OC tert-butyl 5-((3-chloro-2-methoxyphenyl)carbamothioyl)-6-oxo-4-(((3-(2-(pyrazin-2-yl)ethoxy)pyridin-4-yl)methyl)amino)-3,6-dihydropyridine-1(2H)-carboxylate